C(C)(C)(C)OC(=O)N(C=1C=2N(C=C(N1)SC1CCN(CC1)C(=O)OC(C)(C)C)C(=CN2)C(C)C)[C@@H](C)C2=CC=CC=C2 tert-butyl (S)-4-((8-((tert-butoxycarbonyl)(1-phenylethyl)amino)-3-isopropylimidazo[1,2-a]pyrazin-6-yl)thio)piperidine-1-carboxylate